4-(2,3-dichlorophenoxy)-2-fluoroaniline ClC1=C(OC2=CC(=C(N)C=C2)F)C=CC=C1Cl